COC1=CC=C(CO[C@@H]2C(=CC([C@@H]([C@H]2OCC2=CC=C(C=C2)OC)OCC2=CC=C(C=C2)OC)=O)COCC2=CC=C(C=C2)OC)C=C1 (4R,5S,6R)-4,5,6-tris(p-methoxybenzyloxy)-3-((p-methoxybenzyloxy)Methyl)cyclohex-2-en-1-one